6-isopropyl-9-(3-methoxypropoxy)-2-oxo-10-((prop-2-yn-1-yloxy)carbonyl)-6,7-dihydro-2H-pyrido[2,1-a]isoquinoline-3-carboxylic acid C(C)(C)C1N2C(C3=CC(=C(C=C3C1)OCCCOC)C(=O)OCC#C)=CC(C(=C2)C(=O)O)=O